7-(4-(((1R,5S)-8-azabicyclo[3.2.1]oct-3-yl)oxy)-2-fluorobenzyl)-2-butoxyimidazo[2,1-f][1,2,4]triazin-4-amine [C@H]12CC(C[C@H](CC1)N2)OC2=CC(=C(CC1=CN=C3C(=NC(=NN31)OCCCC)N)C=C2)F